COC1=CC=C(C=C1)S(=O)(=O)NC1=CC=C(C=C1)NC1=NC(=NC=C1)N1CCCC1 4-methoxy-N-(4-((2-(pyrrolidin-1-yl)pyrimidin-4-yl)amino)phenyl)benzenesulfonamide